ClC1=C2C=CC=NC2=C(C(=C1)Cl)O 5,7-dichloro-8-quinolinol